N-{(1R)-1-[3-amino-5-(trifluoromethyl)phenyl]ethyl}-6-ethoxy-2-methylpyrido[3,4-d]pyrimidin-4-amine NC=1C=C(C=C(C1)C(F)(F)F)[C@@H](C)NC=1C2=C(N=C(N1)C)C=NC(=C2)OCC